5-(1-(sec-butyl)-6-morpholino-1H-benzo[d]imidazol-2-yl)-3-methylbenzo[d]isoxazole C(C)(CC)N1C(=NC2=C1C=C(C=C2)N2CCOCC2)C=2C=CC1=C(C(=NO1)C)C2